5-Bromo-2-hydroxy-N-(2-hydroxy-3-(3-methoxypyrrolidine-1-carbonyl)-5-(trifluoromethoxy)phenyl)benzenesulfonamide BrC=1C=CC(=C(C1)S(=O)(=O)NC1=C(C(=CC(=C1)OC(F)(F)F)C(=O)N1CC(CC1)OC)O)O